COC=1C=C2CCCC(C2=CC1)=CCC1(C(CCC1=O)=O)CC 2-[2-(3,4-dihydro-6-methoxy-1(2H)-naphthylidene)ethyl]-2-ethylcyclopentane-1,3-dione